7-Fluoro-N-methoxy-N-methyl-2-(oxan-2-yl)indazole-4-carboxamide FC1=CC=C(C2=CN(N=C12)C1OCCCC1)C(=O)N(C)OC